C(C)(C)C1=NN(C=C1C(=O)OCC)C ethyl 3-isopropyl-1-methyl-1H-pyrazole-4-carboxylate